S1C=C(C2=C1C=CC=C2)[C@H]2N(C[C@@H](CC2)C)C(C(=O)NC=2C=C(C=NC2)C(=O)N)=O |r| racemic-5-[[2-[(2S,5R)-2-(benzothiophen-3-yl)-5-methyl-1-piperidyl]-2-oxo-acetyl]amino]pyridine-3-carboxamide